6-(4-chlorobenzyl)-3-(2-methylpropyl)-8-(morpholin-4-yl)-2,6-dihydroimidazo[1,2-c]pyrido[2,3-e]pyrimidin-5(3H)-one ClC1=CC=C(CN2C(N3C(C4=C2C=C(C=N4)N4CCOCC4)=NCC3CC(C)C)=O)C=C1